(3-(4-Nitrophenylsulfonimidoyl)propyl)carbamic acid benzyl ester C(C1=CC=CC=C1)OC(NCCCS(=O)(=N)C1=CC=C(C=C1)[N+](=O)[O-])=O